4-[5-(1-aminopropyl)pyrimidin-2-yl]-3-(2-methyl-6-morpholin-4-ylpyridin-4-yl)oxybenzonitrile NC(CC)C=1C=NC(=NC1)C1=C(C=C(C#N)C=C1)OC1=CC(=NC(=C1)N1CCOCC1)C